ClC=1C(=CC=C2C(=C(N3C(C12)=NC=N3)C(=O)OC)O)OC3=CC=CC=C3 methyl 10-chloro-6-hydroxy-9-phenoxy-[1,2,4]triazolo[5,1-a]isoquinoline-5-carboxylate